5-fluoro-7-(oxetan-4-ylmethoxy)-2-[(piperidin-4-ylsulfanyl)methyl]-3H-quinazolin-4-one FC1=C2C(NC(=NC2=CC(=C1)OCC1CCO1)CSC1CCNCC1)=O